ferric chromite [Cr](=O)([O-])[O-].[Fe+3].[Cr](=O)([O-])[O-].[Cr](=O)([O-])[O-].[Fe+3]